C(CCCCC)NC(C(=C(C(=O)O)C)C)=O 4-(hexylamino)-2,3-dimethyl-4-oxobut-2-enoic acid